C1(CC12CNCC2)C(=O)N2CCN(CC2)C2=CC=C(C=C2)[C@@H]2C(NC(CC2)=O)=O |r| rac-(3R)-3-[4-(4-{5-azaspiro[2.4]heptane-1-carbonyl}piperazin-1-yl)phenyl]piperidine-2,6-dione